C(C)OC(C(C(C(F)F)=O)=COCC)=O 2-ethoxymethylene-4,4-difluoro-3-oxo-butyric acid ethyl ester